(2-trimethylsiloxyethyl)-2-methyl-2-methyltellanyl-propionate C[Si](OCCOC(C(C)([Te]C)C)=O)(C)C